C(#N)C=1C=C(C=CC1)N1N=C(C=C1C(=O)NC1=C(C=CC(=C1)C(C1=CC=CC=C1)N[S@](=O)C(C)(C)C)F)C(F)(F)F 1-(3-cyanophenyl)-N-(5-((-)-((R)-1,1-dimethylethylsulfinamido)-(phenyl)methyl)-2-fluorophenyl)-3-(trifluoromethyl)-1H-pyrazole-5-carboxamide